ClC1=CC=C(C=N1)C1=NOC(=C1CN1N=CC(=CC1=O)C=1C=NN(C1)C)C 2-((3-(6-chloropyridin-3-yl)-5-methylisoxazol-4-yl)methyl)-5-(1-methyl-1H-pyrazol-4-yl)pyridazin-3(2H)-one